(β-hydroxyethyl) adipate C(CCCCC(=O)[O-])(=O)OCCO